[Cl-].C[N+](CCC[SiH](OC)OC)(CCCCCCCCCCCCCCCC)CCCCCCCCCCCCCCCC methyl-bis-hexadecyl-[3-(dimethoxysilyl)propyl]ammonium chloride